ClC1=NN2C(N=CC3=C2[C@](CN3C(=O)NC3=CN=NC(=C3)C(F)F)(C(F)(F)F)C3CC3)=C1 (S)-2-chloro-8-cyclopropyl-N-(6-(difluoromethyl)pyridazin-4-yl)-8-(trifluoromethyl)-7,8-dihydro-6H-pyrazolo[1,5-a]pyrrolo[2,3-e]pyrimidine-6-carboxamide